The molecule is a steroid saponin obtained from grain and leaves of oats (Avena sativa) that is nuatigenin in which the hydroxy group at position 26 is converted to its beta-D-glucoside and in which the hydroxy group at position 3 is converted into its methyl alpha-L-rhamnopyranosyl-(1->2)-[beta-D-glucopyranosyl-(1->3)-beta-D-glucopyranosyl-(1->4)]-beta-D-glucopyranoside derivative. It has a role as a metabolite. It is a hexacyclic triterpenoid, a tetrasaccharide derivative, a spiroketal, a steroid saponin and a beta-D-glucoside. It derives from a nuatigenin and an avenacoside A. C[C@H]1[C@H]2[C@H](C[C@@H]3[C@@]2(CC[C@H]4[C@H]3CC=C5[C@@]4(CC[C@@H](C5)O[C@H]6[C@@H]([C@H]([C@@H]([C@H](O6)CO)O[C@H]7[C@@H]([C@H]([C@@H]([C@H](O7)CO)O)O[C@H]8[C@@H]([C@H]([C@@H]([C@H](O8)CO)O)O)O)O)O)O[C@H]9[C@@H]([C@@H]([C@H]([C@@H](O9)C)O)O)O)C)C)O[C@]11CC[C@@](O1)(C)CO[C@H]1[C@@H]([C@H]([C@@H]([C@H](O1)CO)O)O)O